rac-(3S,4S)-4-((4-(benzo[d]thiazol-6-ylamino)-7-(1-methyl-1H-pyrazol-4-yl)quinazolin-5-yl)oxy)piperidin-3-ol S1C=NC2=C1C=C(C=C2)NC2=NC=NC1=CC(=CC(=C21)O[C@@H]2[C@H](CNCC2)O)C=2C=NN(C2)C |r|